C(C)(C)(C)OC(NC1CCN(CC1)S(=O)(=O)CCCCCCN1C(C2=CC=CC=C2C1=O)=O)=O (1-((6-(1,3-dioxoisoindolin-2-yl)hexyl)sulphonyl)piperidin-4-yl)carbamic acid tert-butyl ester